acrylic acid tetracosyl ester C(CCCCCCCCCCCCCCCCCCCCCCC)OC(C=C)=O